C1OCC12CN(C2)S(=O)(=O)C2=CC1=C(N=C(N=C1N[C@H](C)C1=C(C(=CC=C1)C(F)F)F)C)C=N2 (R)-6-((2-oxa-6-azaspiro[3.3]heptan-6-yl)sulfonyl)-N-(1-(3-(difluoromethyl)-2-fluorophenyl)ethyl)-2-methylpyrido[3,4-d]pyrimidin-4-amine